11-amino-6-(3-(dimethylamino)propyl)-2,3,4,6-tetrahydro-1H-indolo[2,3-b]quinoline-9-carbonitrile NC1=C2C(=NC=3CCCCC13)N(C=1C=CC(=CC12)C#N)CCCN(C)C